N-((3R,5S)-5-(methoxymethyl)pyrrolidin-3-yl)-5-(3-(trifluoromethoxy)phenyl)oxazole-2-carboxamide ethyl-triazole-carboxylate C(C)C1=C(N=NN1)C(=O)O.COC[C@@H]1C[C@H](CN1)NC(=O)C=1OC(=CN1)C1=CC(=CC=C1)OC(F)(F)F